N1(C(CCCC1)C1N(CCCCC1)C1CCCCCC1)C1CCCCC1 azabicyclohexanyl-azabicycloheptyl